C1(CC1)C(=O)NC=1SC2=C(C1C(=O)N1CC(CC1)C)CC(CC2)NC(OC(C)(C)C)=O tert-Butyl N-[2-(cyclopropanecarbonylamino)-3-(3-methylpyrrolidine-1-carbonyl)-4,5,6,7-tetrahydrobenzothiophen-5-yl]carbamate